2-(3-(4-(chloromethyl)phenyl)-2-oxo-tetrahydropyrimidin-1(2H)-yl)ethyl acetate C(C)(=O)OCCN1C(N(CCC1)C1=CC=C(C=C1)CCl)=O